1,2-Dimethyl-1H-imidazol-4-amine Hydrochloride Cl.CN1C(=NC(=C1)N)C